(2S,3S)-3-hydroxy-N-methyl-N-(m-tolyl)pyrrolidine-2-carboxamide O[C@@H]1[C@H](NCC1)C(=O)N(C=1C=C(C=CC1)C)C